(S)-2-(3-((Tert-Butoxycarbonyl)Amino)-2-Oxopyridin-1(2H)-yl)-3-Cyclohexylpropanoic Acid C(C)(C)(C)OC(=O)NC=1C(N(C=CC1)[C@H](C(=O)O)CC1CCCCC1)=O